C(C)N1C=NC(=C1C(=O)OC)C=O methyl 1-ethyl-4-formyl-1H-imidazole-5-carboxylate